tert-butyl 3-(2-fluoro-5-(N-(1-methylcyclopropyl)sulfamoyl)benzamido)-3-methylazetidine-1-carboxylate FC1=C(C(=O)NC2(CN(C2)C(=O)OC(C)(C)C)C)C=C(C=C1)S(NC1(CC1)C)(=O)=O